3-cyclopropyl-N-(1,3-diazinan-2-ylidene)-4-({3-[(5-methylhexyl)carbamoyl]phenyl}amino)benzamide C1(CC1)C=1C=C(C(=O)N=C2NCCCN2)C=CC1NC1=CC(=CC=C1)C(NCCCCC(C)C)=O